ClC1=NC(=C(C=2N=C(N=C(C21)N(C2(CCC2)CO)C)SC)F)Cl (1-((5,7-dichloro-8-fluoro-2-(methylthio)pyrido[4,3-d]pyrimidin-4-yl)(methyl)amino)cyclobutyl)methanol